(R)-4-(4-hydroxypiperidin-1-yl)-1-(phenylthio)butan OC1CCN(CC1)CCCCSC1=CC=CC=C1